Cl.ClCC=1C=CC(=NC1)C 5-(chloromethyl)-2-methyl-pyridine hydrochloride